tert-butyl 4-[4-(5-acetyl-3-iodo-6,7-dihydro-4H-pyrazolo[4,3-c]pyridin-1-yl)-1-piperidyl]-4-methyl-piperidine-1-carboxylate C(C)(=O)N1CC2=C(CC1)N(N=C2I)C2CCN(CC2)C2(CCN(CC2)C(=O)OC(C)(C)C)C